NC=1N(C2=C(N1)C(=CC=C2C#N)F)C 2-amino-7-fluoro-3-methyl-benzoimidazole-4-carbonitrile